[2-(1H-indol-3-yl)-1H-imidazol-4-yl](3,4,5-trimethoxyphenyl)methanone citrate C(CC(O)(C(=O)O)CC(=O)O)(=O)O.N1C=C(C2=CC=CC=C12)C=1NC=C(N1)C(=O)C1=CC(=C(C(=C1)OC)OC)OC